2-(7-(3,5-dimethylpiperazin-1-yl)imidazo[1,2-a]pyrimidin-2-yl)-5-(2H-1,2,3-triazol-2-yl)phenol CC1CN(CC(N1)C)C1=NC=2N(C=C1)C=C(N2)C2=C(C=C(C=C2)N2N=CC=N2)O